3,4-dihydroxyquinoline-2-carboxylic acid OC=1C(=NC2=CC=CC=C2C1O)C(=O)O